BrCC(=O)N(C1CC1)C(C(C)C)C1=C(C(=CC=C1)C#N)F 2-Bromo-N-(1-(3-cyano-2-fluorophenyl)-2-methylpropyl)-N-cyclopropylacetamide